N-((tetrahydro-2H-pyran-2-yl)oxy)nonanamide O1C(CCCC1)ONC(CCCCCCCC)=O